COC(C(C(=O)OC(C)(C)C)C1=NC=C(C=C1OC)[N+](=O)[O-])=O (3-methoxy-5-nitropyridin-2-yl)malonic acid 1-tert-butyl 3-methyl ester